(S)-N'-((1,2,3,5,6,7-hexahydro-s-indacen-4-yl)carbamoyl)-4-(2-hydroxypropan-2-yl)-3-methylbenzene-sulfonimidamide C1CCC2=C(C=3CCCC3C=C12)NC(=O)N=[S@@](=O)(N)C1=CC(=C(C=C1)C(C)(C)O)C